3-methyl-5-(4,4,5,5-tetramethyl-1,3,2-dioxaborolan-2-yl)-1-(trifluoromethyl)-1H-indazole CC1=NN(C2=CC=C(C=C12)B1OC(C(O1)(C)C)(C)C)C(F)(F)F